6-((2,6-dimethyl-pyrimidin-4-yl)amino)-N-ethoxy-4-((4-ethyl-5-fluoro-2-(N-methyl-methanesulfonamido)phenyl)-amino)nicotinamide CC1=NC(=CC(=N1)NC1=NC=C(C(=O)NOCC)C(=C1)NC1=C(C=C(C(=C1)F)CC)N(S(=O)(=O)C)C)C